OP(=O)(C)CC[C@H](C(=O)O)NC(CC1=CC=CC=C1)=O |r| racemic-4-[hydroxy(methyl)phosphoryl]-2-(2-phenylacetamido)butyric acid